4-(4-amino-5-(ethylsulfanyl)-2-fluorophenyl)-7-(1H-pyrazol-4-yl)isoxazolo[4,5-c]Pyridin-3-amine trifluoroacetate salt FC(C(=O)O)(F)F.NC1=CC(=C(C=C1SCC)C1=NC=C(C2=C1C(=NO2)N)C=2C=NNC2)F